CN1CCC(CC1)C=1C=CC(=NC1)C1=NC(=NC=C1)N (5-(1-methylpiperidine-4-yl)pyridin-2-yl)pyrimidine-2-amine